C(C=C)(=O)N1C[C@H]([C@H](C1)NC1=NN=C(C2=CC=CC=C12)C1=CC=C(C=C1)C(F)(F)F)C#N cis-1-acryloyl-4-((4-(4-(trifluoromethyl)phenyl)phthalazin-1-yl)amino)pyrrolidine-3-carbonitrile